C(=O)O.FC1=C(C(=O)N(C2=NC=CC3=CC=CC(=C23)C)[C@H]2CN(CCC2)C(=O)OC(C)(C)C)C=CC(=C1)C=1SC(=NN1)C tert-butyl (R)-3-(2-fluoro-4-(5-methyl-1,3,4-thiadiazol-2-yl)-N-(8-methylisoquinolin-1-yl)benzamido)piperidine-1-carboxylate formate salt